tert-butyl 3-iodo-2-(((trifluoromethyl) sulfonyl) oxy)-5,8-dihydro-1,7-naphthyridine-7(6H)-carboxylate IC=1C(=NC=2CN(CCC2C1)C(=O)OC(C)(C)C)OS(=O)(=O)C(F)(F)F